C1(CCCCC1)C1=C(C=C(C(=O)OC)C=C1OC)OC Methyl 4-cyclohexyl-3,5-dimethoxybenzoate